1-(1-(5-methoxy-1-methyl-1H-indol-2-yl)ethyl)-5-methyl-2-phenyl-3-(piperidin-1-yl)pyrazolo[1,5-a]pyrimidin-7(4H)-one COC=1C=C2C=C(N(C2=CC1)C)C(C)N1C(C(=C2N1C(C=C(N2)C)=O)N2CCCCC2)C2=CC=CC=C2